BrC=1C=C2CC(CC2=CC1)NC1=NC=C(C=N1)C(=O)O 2-((5-Bromo-2,3-dihydro-inden-2-yl)amino)pyrimidine-5-carboxylic acid